3-(4-chlorophenyl)propyl-trimethyl-tin ClC1=CC=C(C=C1)CCC[Sn](C)(C)C